C(C)C1=CC=C(C(=O)NN)C=C1 para-ethylbenzoyl-hydrazine